ClC1=CC(=C(C=C1Cl)NC(=O)N1C2CCC1CC=1NC(C=NC12)=O)F (±)-N-(4,5-dichloro-2-fluorophenyl)-2-oxo-2,5,6,7,8,9-hexahydro-1H-5,8-epiminocyclohepta[b]pyrazine-10-carboxamide